3,4-Dichloro-N-(4-((2,3-dihydro-1H-inden-5-yl)amino)-2-(naphthalen-1-yl)quinazolin-6-yl)benzamide ClC=1C=C(C(=O)NC=2C=C3C(=NC(=NC3=CC2)C2=CC=CC3=CC=CC=C23)NC=2C=C3CCCC3=CC2)C=CC1Cl